OC1(C(NC(N([C@H]2C[C@H](O)[C@@H](CO)O2)C1O)=O)=O)C 5,6-dihydroxythymidine